5-(5,5-dimethyl-1,3,2-dioxaborinan-2-yl)-1-(2,2,2-trifluoroethyl)-1H-benzo[d][1,2,3]triazole CC1(COB(OC1)C1=CC2=C(N(N=N2)CC(F)(F)F)C=C1)C